[Si](C1=CC=CC=C1)(C1=CC=CC=C1)(C(C)(C)C)OCC1CC2C(C2C1)NC(OCC1=CC=CC=C1)=O benzyl (3-(((tert-butyldiphenylsilyl)oxy)methyl)bicyclo[3.1.0]hexan-6-yl)carbamate